NC1=CC=C(C=N1)C(CC1=NC(=NC(=N1)N[C@@H](CO)CC(C)C)NS(=O)(=O)C)C N-(4-(2-(6-aminopyridin-3-yl)propyl)-6-(((R)-1-hydroxy-4-methylpentan-2-yl)amino)-1,3,5-triazin-2-yl)methanesulfonamide